3-amino-4-[2-(4-fluorophenyl)ethyl]-N-(1-methylcyclopropyl)benzenesulfonamide NC=1C=C(C=CC1CCC1=CC=C(C=C1)F)S(=O)(=O)NC1(CC1)C